N-(2-chloro-3-(3'-chloro-6-methoxy-5-(((((R)-5-oxopyrrolidin-2-yl)methyl)amino)methyl)-[2,4'-bipyridin]-2'-yl)phenyl)-4-methoxy-5-(((R)-3-methoxypyrrolidin-1-yl)methyl)picolinamide ClC1=C(C=CC=C1C1=NC=CC(=C1Cl)C1=NC(=C(C=C1)CNC[C@@H]1NC(CC1)=O)OC)NC(C1=NC=C(C(=C1)OC)CN1C[C@@H](CC1)OC)=O